[Te-2].[Mg+2].[Cd+2].[Te-2] Cadmium Magnesium Telluride